3-(triethylsilyl)-1-propene C(C)[Si](CC=C)(CC)CC